CN(CCNC(OC1=CC=C(C=C1)C1=C(C=C2C(=N1)N(N=C2NC(=O)C=2C=NSC2)CCCCCCC)Br)=O)C 4-(5-bromo-1-heptyl-3-(isothiazole-4-carboxamido)-1H-pyrazolo[3,4-b]pyridin-6-yl)phenyl (2-(dimethylamino)ethyl)carbamate